FC(C1=CC=CC(=N1)C1=NC(=NC(=N1)NC1=CC(=NC=C1)C(F)(F)F)NC1(CC1)CO)(F)F {1-[4-(6-trifluoromethyl-pyridin-2-yl)-6-(2-trifluoromethyl-pyridin-4-ylamino)-[1,3,5]triazin-2-ylamino]-cyclopropyl}-methanol